C(C)N1N=C2C(CN(C3=C(N=CC=C23)N)C)=N1 2-ethyl-5-methyl-4,5-dihydro-2H-[1,2,3]triazolo[4,5-c][1,7]naphthyridin-6-amine